O1C(CCC2=CC=CC=C12)COC1=CC=C(C=C1)C=1C=C(C(NC1C(F)(F)F)=O)C(=O)N 5-(4-(chroman-2-ylmethoxy)phenyl)-2-oxo-6-(trifluoromethyl)-1,2-dihydropyridine-3-carboxamide